1,1,4,7,7-pentamethyl-diethylenetriamine CN(CCN(CCN(C)C)C)C